N-(2,3-dihydro-1H-inden-5-yl)-N-methyl-2-(4-methyl-6-(trifluoromethyl)pyrimidin-2-yl)-5-oxopyrazolidine-3-carboxamide C1CCC2=CC(=CC=C12)N(C(=O)C1N(NC(C1)=O)C1=NC(=CC(=N1)C)C(F)(F)F)C